2-(4-bromophenyl)-1,4-oxazepane-5-one BrC1=CC=C(C=C1)C1OCCC(NC1)=O